3-(2-amino-6-fluoro-5-(4-(4-isopropylpiperazin-1-yl)phenyl)pyridin-3-yl)-1,7-naphthyridin-8(7H)-one NC1=NC(=C(C=C1C=1C=NC=2C(NC=CC2C1)=O)C1=CC=C(C=C1)N1CCN(CC1)C(C)C)F